OCCNCCCCCCCC1(CCC(CC1)CCCCC)C(=O)O.C(CCCC)C1CCC(CC1)C(=O)OCCCCCCCNCCO 7-((2-hydroxyethyl)amino)heptyl 4-pentylcyclohexane-1-carboxylate (7-((2-hydroxyethyl)amino)heptyl 4-pentylcyclohexane-1-carboxylate)